benzyl-L-serine C(C1=CC=CC=C1)N[C@@H](CO)C(=O)O